ClC=1C=C(CC2C(CCC2)OC(=O)N[C@@H](CC(C)C)C(=O)OC)C=CC1 methyl (((2-(3-chlorobenzyl)cyclopentyl)oxy) carbonyl)-L-leucinate